[Cl-].C[NH+](C)CCCCCCCC\C=C/CCCCCCCC dl-N,N-dimethyl-oleyl-ammonium chloride